(1-methoxy cyclopropyl)methyl methanesulfonate CS(=O)(=O)OCC1(CC1)OC